FC1=C(C=CC=C1)C1(CC1)C=O (2-fluorophenyl)cyclopropanecarbaldehyde